NC1=NC=C(C2=C1C=NN2COCC[Si](C)(C)C)NC(C(=O)N(CC2=NC=C(C=C2)C(F)(F)F)[C@@H]2CCC1=CC=CC=C21)=O (R)-N1-(4-amino-1-((2-(trimethylsilyl)ethoxy)methyl)-1H-pyrazolo[4,3-c]pyridin-7-yl)-N2-(2,3-dihydro-1H-inden-1-yl)-N2-((5-(trifluoromethyl)pyridin-2-yl)methyl)oxalamide